(4-((4-methoxybenzyl)(methyl)amino)piperidin-1-yl)(3,3,5-trimethyl-2,3-dihydro-1H-pyrrolo[3,2-b]pyridin-1-yl)methanone COC1=CC=C(CN(C2CCN(CC2)C(=O)N2CC(C3=NC(=CC=C32)C)(C)C)C)C=C1